FC(C(=O)O)(F)F.N1CCC2CCCCC12 octahydro-1H-indole trifluoroacetate